O=[O+][O-] (20s)-ozone